1-[(3R)-3-[[4-(trifluoromethyl)phenyl]methylamino]pyrrolidin-1-yl]prop-2-en-1-one FC(C1=CC=C(C=C1)CN[C@H]1CN(CC1)C(C=C)=O)(F)F